N-[(1R)-2-[2-[(2S)-2-chloro-2-fluoro-acetyl]-2-[[(3R)-2-oxopyrrolidin-3-yl]methyl]hydrazino]-2-oxo-1-(trimethylsilylmethyl)ethyl]-5-methyl-isoxazole-3-carboxamide Cl[C@@H](C(=O)N(NC([C@H](C[Si](C)(C)C)NC(=O)C1=NOC(=C1)C)=O)C[C@@H]1C(NCC1)=O)F